C1(CC1)C1=NN(C=C1C(=O)NC1=CC(=C(C(=O)OC)C=C1)OC(F)F)CC(F)(F)F Methyl 4-{[3-cyclopropyl-1-(2,2,2-trifluoroethyl)-1H-pyrazole-4-carbonyl]amino}-2-(difluoromethoxy)benzoate